FC1=CC=C(C=C1)[C@H]1COC2=C(CN1C(=O)C1CCOCC1)C=CC(=C2)C(=O)OC Methyl (S)-3-(4-fluorophenyl)-4-(tetrahydro-2H-pyran-4-carbonyl)-2,3,4,5-tetrahydrobenzo[f][1,4]oxazepine-8-carboxylate